Ethyl 8,9-dimethoxypyrazolo[1,5-c]quinazoline-1-carboxylate COC=1C(=CC=2C=3N(C=NC2C1)N=CC3C(=O)OCC)OC